(3S)-3-(3-bromo-4-carbamoyl-5-[[2-(morpholin-4-yl)ethyl]amino]pyrazol-1-yl)pyrrolidine-1-carboxylic acid tert-butyl ester C(C)(C)(C)OC(=O)N1C[C@H](CC1)N1N=C(C(=C1NCCN1CCOCC1)C(N)=O)Br